(2-oxabicyclo[2.1.1]hexane-1-yl)methyl 4-methylbenzenesulfonate CC1=CC=C(C=C1)S(=O)(=O)OCC12OCC(C1)C2